C1(CCC(N1NC1=C(C(=O)[O-])C=CC(=C1)NC(CI)=O)=O)=O N-succinimidyl-4-(iodoacetamido)-aminobenzoate